2-(7-methyl-4-{[(thiophen-2-yl)methyl]amino}thieno[3,2-c]pyridazin-6-yl)propan-1-ol CC1=C(SC2=C1N=NC=C2NCC=2SC=CC2)C(CO)C